ClC=1C=C2C(OCC3=CC=C(C=C3C3=CC=C(C(NS(C(C1O)=C2)(=O)=O)=C3)OC)F)=O 13-chloro-4-fluoro-14-hydroxy-19-methoxy-16,16-dioxo-9-oxa-16λ6-thia-17-azatetracyclo[16.3.1.111,15.02,7]tricosa-1(21),2,4,6,11,13,15(23),18(22),19-nonaen-10-one